1-(4-(((3-Isopropyl-2-(8-methyl-[1,2,4]triazolo[1,5-a]pyridin-6-yl)-1H-Indol-5-yl)oxy)methyl)piperidin-1-yl)-2-methylpropan-2-ol C(C)(C)C1=C(NC2=CC=C(C=C12)OCC1CCN(CC1)CC(C)(O)C)C=1C=C(C=2N(C1)N=CN2)C